sodium (S)-3-(3-(5-fluoro-2-methylbenzyl)phenyl)-3-(3-(1-methyl-4-oxido-2-oxo-1,2-dihydro pyridin-3-yl)ureido)propanoate FC=1C=CC(=C(CC=2C=C(C=CC2)[C@H](CC(=O)[O-])NC(=O)NC=2C(N(C=CC2[O-])C)=O)C1)C.[Na+].[Na+]